C1(CCCCC1)NC(C(=O)O)=O 2-(cyclohexylamino)-2-oxoacetic acid